N-(CYCLOPROPYLMETHYL)-2-(5-FORMYL-2-METHOXYPHENOXY)ACETAMIDE C1(CC1)CNC(COC1=C(C=CC(=C1)C=O)OC)=O